NC1=C(N=CC(=N1)N1CCC2(CC1)[C@@H](C1=CC(=CC=C1C2)Cl)N)SC2=C(C(=NC=C2)N)Cl (S)-1'-(6-amino-5-((2-amino-3-chloropyridin-4-yl)thio)pyrazin-2-yl)-6-chloro-1,3-dihydrospiro[indene-2,4'-piperidin]-1-amine